C(C)(C)(C)OC(=O)N1C[C@@H](CC1)C(=O)O (R)-1-(tert-butoxycarbonyl)pyrrolidine-3-carboxylic acid